(3-methyloxetan-3-yl)-[(5R,7R)-7-fluoro-5-phenyl-6,7-dihydro-5H-pyrrolo[1,2-b][1,2,4]triazol-2-yl]methanone CC1(COC1)C(=O)C=1N=C2N(N1)[C@H](C[C@H]2F)C2=CC=CC=C2